ETHYL 2-ETHYL-3-PHENYLPROPANOATE C(C)C(C(=O)OCC)CC1=CC=CC=C1